spiro[3.3]heptane-2-ylcarboxylic acid methyl ester COC(=O)C1CC2(C1)CCC2